FC=1C=C2N(CC(NC2=CC1F)=O)C(CCO)=O 6,7-difluoro-4-(3-hydroxypropionyl)-3,4-dihydroquinoxalin-2(1H)-one